methyl{4-[5-(trifluoromethyl)-1,2,4-oxadiazol-3-yl]phenyl}carbamate COC(NC1=CC=C(C=C1)C1=NOC(=N1)C(F)(F)F)=O